tert-Butyl [(1s,3s)-3-{5-[5-Methyl-3-(2,4,6-trifluorophenyl)pyridin-2-yl]-4,5-dihydro-1,2-oxazol-3-yl}cyclobutyl]carbamate CC=1C=C(C(=NC1)C1CC(=NO1)C1CC(C1)NC(OC(C)(C)C)=O)C1=C(C=C(C=C1F)F)F